FC1([C@H](CN(CC1)C1=C(C(=O)NC2=CC(=NC=C2)S(N)(=O)=O)C=C(C=N1)C(F)(F)F)C)F |o1:2| (S or R)-2-(4,4-difluoro-3-methylpiperidin-1-yl)-N-(2-sulfamoylpyridin-4-yl)-5-(trifluoromethyl)-nicotinamide